[Ag].COC1=NC=NC2=C1N=CN=N2 5-methoxypyrimido[5,4-e][1,2,4]triazine Silver